C1(CC1)N1C[C@@H](CC1)NC(=O)C=1N(C=C(N1)NC(=O)C=1C=CC=2C=C3N([C@@H](CNC3=O)C)C2N1)C (R)-N-(2-(((R)-1-cyclopropylpyrrolidin-3-yl)carbamoyl)-1-methyl-1H-imidazol-4-yl)-9-methyl-6-oxo-6,7,8,9-tetrahydropyrido[3',2':4,5]pyrrolo[1,2-a]pyrazine-2-carboxamide